S(=O)(OCCCF)OCCC(F)F (3-fluoropropyl) (3,3-difluoropropyl) sulfite